FC(C(=O)O)(F)F.ClC1=CC(=C(C=C1)C1(OC2=C(O1)C=CC=C2N2[C@H]1[C@@H](NCC2)COC1)C)F (4aR,7aS)-1-(2-(4-chloro-2-fluorophenyl)-2-methylbenzo[d][1,3]dioxol-4-yl)octahydrofuro[3,4-b]pyrazine trifluoroacetate